7-(3,3-Dimethylbutyl)-2,7-diazaspiro[3.5]nonane CC(CCN1CCC2(CNC2)CC1)(C)C